[Cl-].[NH+]1=CNC=C1 1-imidazolium chloride salt